O1CCC(CC1)CO[C@H](C)C1[N@@](C1)C(=O)OCC1=CC=CC=C1 (R)-benzyl 2-((R)-1-((tetrahydro-2H-pyran-4-yl)methoxy)ethyl)aziridine-1-carboxylate